7-(naphthalen-1-yl)-4-(4-((2,3,5,6-tetrafluoro-4-nitrophenyl)sulfonyl)piperazin-1-yl)-5,6,7,8-tetrahydropyrido[3,4-d]pyrimidine C1(=CC=CC2=CC=CC=C12)N1CC=2N=CN=C(C2CC1)N1CCN(CC1)S(=O)(=O)C1=C(C(=C(C(=C1F)F)[N+](=O)[O-])F)F